The molecule is a member of the class of pyridines that is 5-ethyl-2-trifluoromethylpyridine in which the ethyl group is substituted at position 1 by an N-cyano-S-methylsulfonimidoyl group. The insecticide sulfoxalor is a mixture of the four possible stereoisomers arising from the two tetrahedral stereocentres. It is a member of pyridines, a sulfoximide, a nitrile and an organofluorine compound. CC(C1=CN=C(C=C1)C(F)(F)F)S(=NC#N)(=O)C